C(C)(C)(C)OC(NC(C)CCC(=O)C1=C(C=C(C=C1)C(F)(F)F)C)=O (5-(2-methyl-4-(trifluoromethyl)phenyl)-5-oxopentan-2-yl)carbamic acid t-butyl ester